C(C)(C)(C)C1=C(C=CC(=C1)C(CC)(CCC)C)OP(OC1=C(C=C(C=C1)C(CC)(CCC)C)C(C)(C)C)OC1=C(C=C(C=C1)C(CC)(CCC)C)C(C)(C)C tris(2-(tert-butyl)-4-(3-methylhexan-3-yl)phenyl)phosphite